C(CCC)OOC(CCCCCC(C)(C)C)=O.C(C)(=O)OC[C@H]1O[C@H](CCC1)OC1=CC(=CC=C1)N1C(=NC2=C(C(=CC=C2C1=O)C)C)C (2S,3S,4R,5S,6S)-2-(acetoxymethyl)-6-(3-(2,7,8-trimethyl-4-oxoquinazolin-3(4H)-yl)phenoxy)tetrahydro-2H-pyran butyl-peroxyneodecanoate